O1CCN(CC1)C1=CC=C(C=C1)C1=CC(=C(S1)C(=O)N[C@@H]1CNCCC1)NC(=O)N (S)-5-(4-morpholinophenyl)-N-(piperidin-3-yl)-3-ureidothiophene-2-carboxamide